1-(4-(2-amino-4-(trifluoromethyl)phenyl)-5-(isopropylthio)thiazol-2-yl)-4-(3-fluorophenyl)-3-methyl-1H-pyrazole-5-carboxylic acid NC1=C(C=CC(=C1)C(F)(F)F)C=1N=C(SC1SC(C)C)N1N=C(C(=C1C(=O)O)C1=CC(=CC=C1)F)C